ClC=1C(=NC=C(N1)OC(CC)CC)C1CC1 3-chloro-2-cyclopropyl-5-(pentan-3-yloxy)pyrazine